C(C)(C)(C)NCC=1C=C(CNC2=C(C(=NC3=CC=CC=C23)Cl)N)C=CC1 N4-(3-((tert-butylamino)methyl)benzyl)-2-chloroquinoline-3,4-diamine